ClC1=C(CNC(=O)[C@H]2N(C(CC2)=O)C(=O)NC2=CC(=C(C=C2)Cl)Cl)C=CC(=C1)Cl (S)-N2-(2,4-Dichlorobenzyl)-N1-(3,4-dichlorophenyl)-5-oxopyrrolidine-1,2-dicarboxamide